butyltin 2-ethylhexanoate C(C)C(C(=O)[O-])CCCC.C(CCC)[Sn+3].C(C)C(C(=O)[O-])CCCC.C(C)C(C(=O)[O-])CCCC